PHENYLETHYLISOBUTYRAT C1(=CC=CC=C1)CCOC(C(C)C)=O